3-bromo-6-(isopropylsulfanyl)-2-methoxypyridine BrC=1C(=NC(=CC1)SC(C)C)OC